methyl-4-(p-tolyl)butanoic acid CC(C(=O)O)CCC1=CC=C(C=C1)C